C(C)C1=C(C=CC(=C1F)F)[C@H]1CO[C@@]([C@H]1C)(C(F)(F)F)C (2S,3S,4S,5S)-3-(2-ethyl-3,4-difluoro-phenyl)-4,5-dimethyl-5-(trifluoromethyl)tetrahydrofuran